N(=C=O)CCC[Si](OCC)(OCC)OCC Isocyanatopropyltriethoxysilan